C(C)(C)(C)OC(=O)N1CCC(=CC1)C1=C(C=CC(=C1)F)OCC1=CC=CC=C1 4-(2-(benzyloxy)-5-fluorophenyl)-3,6-dihydropyridine-1(2H)-carboxylic acid tert-butyl ester